O[C@H]1C[C@H](CC1)C(C(=O)OC(C)C)(C)C |r| (±)-cis-isopropyl 2-(3-hydroxycyclopentyl)-2-methylpropanoate